C1(=CC(=CC=C1)N1C(=NC=C1)[C@H]1N(C2=CC=CC=C2C1)C(=O)OC(C)(C)C)C tert-butyl (S)-2-(1-(m-tolyl)-1H-imidazol-2-yl)indoline-1-carboxylate